N(=[N+]=[N-])C[C@@H]1[C@H]2COC([C@@]12C1=C(C=CC=C1)Cl)=O (1S,5R,6R)-6-(Azidomethyl)-1-(2-chlorophenyl)-3-oxabicyclo[3.1.0]hexan-2-one